N-((2S)-1-(2-(3-amino-3-oxopropyl)-2-(2-hydroxyacetyl)hydrazinyl)-4-methyl-1-oxopentan-2-yl)-4-Methoxy-1H-indole-2-carboxamide NC(CCN(NC([C@H](CC(C)C)NC(=O)C=1NC2=CC=CC(=C2C1)OC)=O)C(CO)=O)=O